O=C1NC(CCC1C1=C(CN2CCN(CC2)C=2C(=CC3=C(C(C=4NC5=CC(=CC=C5C4C3=O)C#N)(C)C)C2)CC)C=CC=C1)=O 8-(4-(2-(2,6-dioxopiperidin-3-yl)benzyl)piperazin-1-yl)-9-ethyl-6,6-dimethyl-11-oxo-6,11-dihydro-5H-benzo[b]carbazole-3-carbonitrile